ClC1=CC=C2C(=N1)N(N(C2=O)CC=C)C(C)C 6-chloro-1-isopropyl-2-(prop-2-en-1-yl)pyrazolo[3,4-b]pyridin-3-one